2-(4-(6-(cyclopropylmethoxy)-5-(pyrazolo[1,5-a]pyrimidine-3-carboxamido)-2H-indazol-2-yl)piperidin-1-yl)acetic acid C1(CC1)COC=1C(=CC2=CN(N=C2C1)C1CCN(CC1)CC(=O)O)NC(=O)C=1C=NN2C1N=CC=C2